tert-butyl 6-((5-bromo-4-methoxy-2-nitrophenyl)amino)indoline-1-carboxylate BrC=1C(=CC(=C(C1)NC1=CC=C2CCN(C2=C1)C(=O)OC(C)(C)C)[N+](=O)[O-])OC